NC=1C(=NC=CC1CCCO)C(C)C 3-(3-amino-2-isopropylpyridin-4-yl)propan-1-ol